2-{[(3R,4R)-1-acryloyl-4-cyano-4-methylpyrrolidin-3-yl]amino}-N-ethyl-5H-pyrrolo[2,3-b]pyrazine-7-carboxamide C(C=C)(=O)N1C[C@@H]([C@](C1)(C)C#N)NC=1N=C2C(=NC1)NC=C2C(=O)NCC